FC1=C(C=C2CN(C(C2=C1)=O)C1C(NC(CC1)=O)=O)N1CCN(CC1)CC1CCN(CC1)C1=CC=C(C=C1)C1C(COC2=CC(=CC=C12)O)C=1C=C(C=CC1)C 3-(6-Fluoro-5-(4-((1-(4-(7-hydroxy-3-(m-tolyl)chroman-4-yl)phenyl)piperidin-4-yl)methyl)piperazin-1-yl)-1-oxoisoindolin-2-yl)piperidin-2,6-dion